4-methylbenzenesulfonic acid [(4-formyl-2-methoxyphenoxy) ethyl]Ester C(=O)C1=CC(=C(OCCOS(=O)(=O)C2=CC=C(C=C2)C)C=C1)OC